C(N)(=O)NS(=O)(=O)C N-carbamoylmethanesulfonamide